(9,10-bis(heptafluoropropyl) heptafluoroanthryl) gallate C(C1=CC(O)=C(O)C(O)=C1)(=O)OC1=C(C(=C(C2=C(C3=C(C(=C(C(=C3C(=C12)C(C(C(F)(F)F)(F)F)(F)F)F)F)F)F)C(C(C(F)(F)F)(F)F)(F)F)F)F)F